3-[(3-fluoro-2-methoxyphenyl)amino]-2-[3-(pyridin-2-ylmethoxy)pyridin-4-yl]-1H,5H,6H,7H-pyrrolo[3,2-c]pyridin-4-one FC=1C(=C(C=CC1)NC1=C(NC2=C1C(NCC2)=O)C2=C(C=NC=C2)OCC2=NC=CC=C2)OC